4-chloro-3-(6,6-difluoro-4-azaspiro[2.4]heptan-4-yl)-1-[4-(1,1,2-trifluoroethyl)phenyl]sulfonyl-indazole 2-fluoro-α-methyl[1,1'-biphenyl]-4-acetate FC1=C(C=CC(=C1)C(C(=O)O)C)C1=CC=CC=C1.ClC1=C2C(=NN(C2=CC=C1)S(=O)(=O)C1=CC=C(C=C1)C(CF)(F)F)N1C2(CC2)CC(C1)(F)F